4,4'-((carbonylbis(azanediyl))bis(benzo[b]thiophene-6,2-diyl))bis(4-oxobutanoic acid) C(=O)(NC=1C=CC2=C(SC(=C2)C(CCC(=O)O)=O)C1)NC=1C=CC2=C(SC(=C2)C(CCC(=O)O)=O)C1